7-(3-(((tert-butoxycarbonyl)amino)methyl)phenyl)-2-(methoxymethyl)benzofuran-5-carboxylic acid methyl ester COC(=O)C=1C=C(C2=C(C=C(O2)COC)C1)C1=CC(=CC=C1)CNC(=O)OC(C)(C)C